C\C(=C/CC1=C(C=C(C2=C1OC(OC2=O)CC(C)=O)CCCCC)O)\CCC=C(C)C (E)-8-(3,7-dimethylocta-2,6-dien-1-yl)-7-hydroxy-2-(2-oxopropyl)-5-pentyl-4H-benzo[d][1,3]dioxin-4-one